4λ2-thiomorpholine [N]1CCSCC1